6-cyclopropyl-2-cyanopyridine C1(CC1)C1=CC=CC(=N1)C#N